C(C)N(C(=O)[C@H]1CN([C@@H](C(=C1)C=1C=C(C=C2C=CNC12)OC)CO)C)CC (3R,6S)-N,N-diethyl-6-(hydroxymethyl)-5-(5-methoxy-1H-indol-7-yl)-1-methyl-1,2,3,6-tetrahydropyridine-3-carboxamide